FC=1C=C(C=C(C1)F)[C@@H]1N(OCC1)C1=CC(=NC=N1)NC=1C(=CC(=C(C1)NC(C=C)=O)N1CCC(CC1)N1C[C@H](OCC1)C)OC N-(5-((6-((R)-3-(3,5-difluorophenyl)isoxazolidine-2-yl)pyrimidine-4-yl)amino)-4-methoxy-2-(4-((R)-2-methylmorpholino)piperidine-1-yl)phenyl)acrylamide